NC1CCCCCC(C(=O)O)OCC1=O 8-amino-9-oxo-10,2-epoxydecanoic acid